para-methoxyhydrocinnamate COC1=CC=C(CCC(=O)[O-])C=C1